N1(CCNCC1)C[C@@H]1CN(CCO1)C(=O)OC(C)(C)C tert-Butyl (2R)-2-[(piperazin-1-yl)methyl]morpholine-4-carboxylate